C(N)(=O)C1=CC(=C(C=C1)C1=CC(=CC(=C1)O)CN1[C@H](COCC1)C(=O)N[C@@H](C)C1=CC(=C(C(=O)OC)C=C1)O)C methyl 4-((S)-1-((R)-4-((4'-carbamoyl-5-hydroxy-2'-methyl-[1,1'-biphenyl]-3-yl) methyl) morpholin-3-amido) ethyl)-2-hydroxybenzoate